15-chloro-21,23-difluoro-16-methoxy-8-oxa-18lambda6-thia-11,19-diazatetracyclo[18.3.1.113,17.02,7]pentacosa-1(24),2,4,6,13,15,17(25),20,22-nonaene-12,18,18-trione ClC=1C=C2C(NCCOC3=CC=CC=C3C=3C(=CC(=C(NS(C(C1OC)=C2)(=O)=O)C3)F)F)=O